tert-butyl((3-methoxy-7-(4,4,5,5-tetramethyl-1,3,2-dioxaborolan-2-yl)naphthalen-1-yl)oxy)dimethylsilane C(C)(C)(C)[Si](C)(C)OC1=CC(=CC2=CC=C(C=C12)B1OC(C(O1)(C)C)(C)C)OC